2-Chloro-4-(4-fluoro-2-(4-methyl-4H-1,2,4-triazol-3-yl)phenyl)pyridine ClC1=NC=CC(=C1)C1=C(C=C(C=C1)F)C1=NN=CN1C